2-(2,6-dioxopiperidin-3-yl)-5-(((6-(4-(quinoxalin-2-yl)-1H-pyrazol-1-yl)spiro[3.3]heptan-2-yl)methyl)amino)isoindoline-1,3-dione O=C1NC(CCC1N1C(C2=CC=C(C=C2C1=O)NCC1CC2(C1)CC(C2)N2N=CC(=C2)C2=NC1=CC=CC=C1N=C2)=O)=O